(3R,4R)-6-chloro-N-(5-chloro-1-(2,2-difluorocyclopropyl)-1H-pyrazol-4-yl)-7-(3-fluoropiperidin-4-yl)quinazolin-2-amine ClC=1C=C2C=NC(=NC2=CC1[C@@H]1[C@H](CNCC1)F)NC=1C=NN(C1Cl)C1C(C1)(F)F